1-{4-[1-((S)-sec-butyl)-7-((R)-1-quinolin-3-yl-ethylamino)-1H-pyrazolo[4,3-d]pyrimidin-5-yl]-piperazin-1-yl}-ethanone [C@H](C)(CC)N1N=CC=2N=C(N=C(C21)N[C@H](C)C=2C=NC1=CC=CC=C1C2)N2CCN(CC2)C(C)=O